F[C@@H]1CN(CC[C@@H]1N(C(=O)NC=1C(N(C=C(C1)C(F)(F)F)C)=O)C)C=1C=C2C(=NC1)NN=C2OC 1-((3R,4S)-3-fluoro-1-(3-methoxy-1H-pyrazolo[3,4-b]pyridin-5-yl)piperidin-4-yl)-1-methyl-3-(1-methyl-2-oxo-5-(trifluoromethyl)-1,2-dihydropyridin-3-yl)urea